2-amino-4-(6-methoxy-1H-indol-3-yl)pyrimidine ethyl-2,2-Difluoroacetate C(C)OC(C(F)F)=O.NC1=NC=CC(=N1)C1=CNC2=CC(=CC=C12)OC